1-(1-(2-(benzo[d][1,3]dioxol-5-ylamino)-5-methylpyrimidin-4-yl)-1H-pyrazol-4-yl)-3-(1-(3-chlorophenyl)-2-hydroxyethyl)urea O1COC2=C1C=CC(=C2)NC2=NC=C(C(=N2)N2N=CC(=C2)NC(=O)NC(CO)C2=CC(=CC=C2)Cl)C